COC1=C(C=CC(=C1)OC)C(S(=O)(=O)C1=CC=C(C)C=C1)[N+]#[C-] 1-(2,4-DIMETHOXYPHENYL)-1-TOSYLMETHYL ISOCYANIDE